N-(6-cyclopropoxypyridazin-3-yl)-1,1-diphenylmethanimine C1(CC1)OC1=CC=C(N=N1)N=C(C1=CC=CC=C1)C1=CC=CC=C1